Cl.N(=[N+]=[N-])C[C@@H]1NC[C@@H](C1)C1=CC(=C(C=C1)OC(F)F)OC(C)C (2R,4S)-2-(azidomethyl)-4-(4-(difluoromethoxy)-3-isopropoxyphenyl)pyrrolidine hydrochloride